2-(5-sulfo-2,4-xylylazo)-1-naphthol S(=O)(=O)(O)C=1C(=CC(=C(C1)N=NC1=C(C2=CC=CC=C2C=C1)O)C)C